FC1=C(C(=CC=C1)C1=CC=C(C=C1)C(C)C)N 3-fluoro-4'-(propan-2-yl)[1,1'-biphenyl]-2-amine